C1(=CC=CC=C1)C#CCC=1C=NN2C1NCC(C2)CNC(OCCCC)=O butyl ((3-(3-phenylprop-2-yn-1-yl)-4,5,6,7-tetrahydropyrazolo[1,5-a]pyrimidin-6-yl)methyl)carbamate